O=C([C@H](O)[C@@H](O)[C@@H](O)[C@H](O)CO)OCC ethyl galactonate